2-isopropenyl-4,4-bis(methyl)-2-oxazoline C(=C)(C)C=1OCC(N1)(C)C